1-[3-ethylsulfonyl-2-[5-oxo-3-(trifluoromethyl)-7H-pyrrolo[3,4-b]pyridin-6-yl]imidazo[1,2-a]pyridin-6-yl]cyclopropane-carbonitrile C(C)S(=O)(=O)C1=C(N=C2N1C=C(C=C2)C2(CC2)C#N)N2CC1=NC=C(C=C1C2=O)C(F)(F)F